C(C)OC(=O)C=1C(N=C(NC1CN1CC2(CC2)C[C@H]1C(NS(=O)(=O)C)=O)C=1SC=CN1)C1=C(C=C(C=C1)F)Cl 4-(2-chloro-4-fluorophenyl)-6-(((S)-6-((methylsulfonyl)carbamoyl)-5-azaspiro[2.4]heptan-5-yl)methyl)-2-(thiazol-2-yl)-1,4-dihydropyrimidine-5-carboxylic acid ethyl ester